N=1N(N=C2C1C=CC=C2)C2=CC(=CC(=C2O)CC2=C(C=CC(=C2)C)O)C(C)(C)C 6-(2-benzotriazolyl)-4-tert-butyl-4'-methyl-2,2'-methylenediphenol